2-cyano-5-methylpyridin-3-yl 2,4,6-tri-O-acetyl-3-[4-(4-chlorothiazol-2-yl)-1H-1,2,3-triazol-1-yl]-3-deoxy-1-thio-alpha-D-galactopyranoside C(C)(=O)O[C@H]1[C@@H](SC=2C(=NC=C(C2)C)C#N)O[C@@H]([C@@H]([C@@H]1N1N=NC(=C1)C=1SC=C(N1)Cl)OC(C)=O)COC(C)=O